CC1(CCC2(CCC(O2)OCCCCOC2OC3(CC2)CCC(CC3)(C)C)CC1)C 1,4-bis((8,8-dimethyl-1-oxaspiro[4.5]decan-2-yl)oxy)butane